BrC1=C(C=C(C(=O)N2CC=3N=C(N(C(C3C[C@H]2C)=O)C2=CC=C(C=C2)O)NN)C=C1)C(F)(F)F (R)-7-(4-bromo-3-(trifluoromethyl)benzoyl)-2-hydrazineyl-3-(4-hydroxyphenyl)-6-methyl-5,6,7,8-tetrahydropyrido[3,4-d]pyrimidin-4(3H)-one